OC(=O)C(F)(F)F.CN1N=C(C=C1)CN1CC(C1)N [(1-methylpyrazol-3-yl)methyl]azetidin-3-amine TFA salt